C(#N)C=1C=C2C(N(C(=NC2=C(C1)C=1C=NC(=CC1)C)C1C[C@H]2[C@@H](N1C(=O)OC(C)(C)C)CCC2)C2=CC(=C(C=C2)OC)F)=O tert-butyl (3aS,6aS)-2-(6-cyano-3-(3-fluoro-4-methoxyphenyl)-8-(6-methylpyridin-3-yl)-4-oxo-3,4-dihydroquinazolin-2-yl)hexahydrocyclopenta[b]pyrrole-1(2H)-carboxylate